ClC=1C=C(C=C(C1)C1=C(C=CC=C1C(C)C)C(C)C)O 5-chloro-2',6'-diisopropyl-[1,1'-biphenyl]-3-ol